6-(2-(2-methyl-5-nitro-1H-imidazol-1-yl)ethoxy)nicotinic acid CC=1N(C(=CN1)[N+](=O)[O-])CCOC1=NC=C(C(=O)O)C=C1